ClC=1SC2=C(N1)C=CC(=C2)N2S(CCC2)(=O)=O 2-(2-chloro-1,3-benzothiazol-6-yl)-1,2-thiazolidine 1,1-dioxide